(R)-N-(2-(5-((4-(4-(3-aminopyrrolidin-1-yl)-6-methylpyrimidin-2-yl)piperazin-1-yl)sulfonyl)indoline-1-carbonyl)phenyl)-N-methylmethanesulfonamide N[C@H]1CN(CC1)C1=NC(=NC(=C1)C)N1CCN(CC1)S(=O)(=O)C=1C=C2CCN(C2=CC1)C(=O)C1=C(C=CC=C1)N(S(=O)(=O)C)C